C(CCCCCCCCCCCCCCCCCCCCCCCCCCCCCCCCCCCCCCCCCCCCC(=O)N)(=O)N hexamethylenebisarachidic acid amide